Ethyl (E)-3-(3-bromothiophen-2-yl)acrylate BrC1=C(SC=C1)/C=C/C(=O)OCC